O=C([C@H](O)[C@@H](O)[C@H](O)[C@H](O)CO)[O-].O=C([C@H](O)[C@@H](O)[C@H](O)[C@H](O)CO)[O-].[Cu+2] Copper digluconate